C1(CC1)S(=O)(=O)C=1C=C(OC[C@H](CN[C@H]2COC3(C2)CCN(CC3)S(=O)(=O)C3=CC2=C(OCCN2C)N=C3)O)C=CC1 (S)-1-(3-(Cyclopropylsulfonyl)phenoxy)-3-((R)-8-(1-methyl-2,3-dihydro-1H-pyrido-[2,3-b][1,4]oxazin-7-ylsulfonyl)-1-oxa-8-azaspiro[4.5]decan-3-ylamino)propan-2-ol